Eicosanyl ethylene carbonate C(O)(O)=O.C(CCCCCCCCCCCCCCCCCCC)C=C